2-((4-amino-2-(ethoxymethyl)-7-(3-(piperazin-1-yl)propyl)-6,7,8,9-tetrahydro-1H-imidazo[4,5-c]quinolin-1-yl)methyl)-2-methylpropane-1,3-diol NC1=NC=2CC(CCC2C2=C1N=C(N2CC(CO)(CO)C)COCC)CCCN2CCNCC2